C(#N)C=1C(=C(C(=O)NC2=CC=C3C=NN(C3=C2)C2=CC(=NC=C2)N2CCOCC2)C=CC1)C(C)C 3-Cyano-2-isopropyl-N-(1-(2-morpholinopyridin-4-yl)-1H-indazol-6-yl)benzamide